tert-Butyl 6-(((2-chloro-5-(1-(difluoromethyl)-1H-pyrazol-3-yl)pyridin-4-yl)amino)methyl)-2-azaspiro[3.3]heptane-2-carboxylate ClC1=NC=C(C(=C1)NCC1CC2(CN(C2)C(=O)OC(C)(C)C)C1)C1=NN(C=C1)C(F)F